1-(3-cyanocyclobutyl)-3-(5-((2,3-dihydrobenzo[b][1,4]dioxin-5-yl)amino)-7-(methylamino)pyrazolo[1,5-a]pyrimidin-3-yl)urea C(#N)C1CC(C1)NC(=O)NC=1C=NN2C1N=C(C=C2NC)NC2=CC=CC=1OCCOC12